tert-butyl (4-(6-(3-methoxypyrrolidin-1-yl)pyrrolo[2,1-f][1,2,4]triazin-4-yl)-2-methylbenzyl)carbamate COC1CN(CC1)C=1C=C2C(=NC=NN2C1)C1=CC(=C(CNC(OC(C)(C)C)=O)C=C1)C